(3R,5S,6E)-7-[2-cyclopropyl-4-(4-fluorophenyl)-quinolin-3-yl]-3,5-dihydroxyhept-6-enoic acid C1(CC1)C1=NC2=CC=CC=C2C(=C1/C=C/[C@H](C[C@H](CC(=O)O)O)O)C1=CC=C(C=C1)F